(R)-3-((5-(3-aminopiperidin-1-yl)-2-(cyclohex-1-en-1-yl)pyridin-4-yl)methyl)imidazo[1,2-a]pyrazin-8-amine N[C@H]1CN(CCC1)C=1C(=CC(=NC1)C1=CCCCC1)CC1=CN=C2N1C=CN=C2N